[C@@H]1([C@H](O)[C@@H](O)[C@H](O)[C@H](O1)CO)OC1=C(C=C(C(=O)O)C=C1OC)OC 4-(β-d-glucopyranosyloxy)-3,5-dimethoxybenzoic acid